CN1C(=NC2=NC3=C(N=C2C1=O)C(C=1C=CC=CC1C3=O)=O)SC 3-Methyl-2-methylsulfanylnaphtho[2,3-g]pteridine-4,6,11-trione